C(N)(=N)C=1C=C(SC1)[C@@H](C)NC(=O)[C@H]1N(C[C@@H](C1)S(=O)(=O)C)C(CNC(=O)C1=CC=2C(C3=CC=CC=C3C2C=C1)(C)C)=O (2S,4R)-N-((R)-1-(4-carbamimidoylthiophen-2-yl)ethyl)-1-((9,9-dimethyl-9H-fluorene-2-carbonyl)glycyl)-4-(methylsulfonyl)pyrrolidine-2-carboxamide